[Na+].[Na+].S(=O)(=O)([O-])CCCSSSCCCS(=O)(=O)[O-] (sulfopropyl) trisulfide disodium salt